FC1(CCN(CC1)CCNC(=O)C1=CC2=C(N(C(=N2)NC=2SC3=C(N2)C=CC(=C3)Cl)C)C=C1)F 2-(6-Chloro-benzothiazol-2-ylamino)-1-methyl-1H-benzoimidazole-5-carboxylic acid [2-(4,4-difluoro-piperidin-1-yl)-ethyl]-amide